BrC=1C=C(C=NC1)C1CCC(C1)C(=O)N 4-(5-bromo-3-pyridinyl)cyclopentanecarboxamide